p-acetoxybenzaldehyde CC(=O)OC1=CC=C(C=C1)C=O